N-(3-carbamoylphenyl)-5-chloro-2-(7-fluoro-chroman-4-yl)-4-(trifluoromethyl)benzamide C(N)(=O)C=1C=C(C=CC1)NC(C1=C(C=C(C(=C1)Cl)C(F)(F)F)C1CCOC2=CC(=CC=C12)F)=O